3-(azetidin-3-yl)-7-chloro-1H-indole N1CC(C1)C1=CNC2=C(C=CC=C12)Cl